CS(=O)(=O)OCCOCCOCCOCCOCCN1CCC(CC1)N1N=C(C=2C1=NC=NC2N)C2=CC=C(C=C2)OC2=CC=CC=C2 14-(4-(4-amino-3-(4-phenoxyphenyl)-1H-pyrazolo[3,4-d]pyrimidin-1-yl)piperidin-1-yl)-3,6,9,12-tetraoxatetradecyl methanesulfonate